5-(3-chloro-2-methylphenyl)-N-(5-chloro-6-(2H-1,2,3-triazol-2-yl)pyridin-3-yl)-3-methylpyridineamide ClC=1C(=C(C=CC1)C=1C=C(C(=NC1)C(=O)NC=1C=NC(=C(C1)Cl)N1N=CC=N1)C)C